2-(3-(isoquinolin-5-yl)-7,8-dihydro-1,6-naphthyridin-6(5H)-yl)-3-methyl-6,7-dihydro-5H-pyrrolo[3,4-b]pyridin-5-one C1=NC=CC2=C(C=CC=C12)C=1C=NC=2CCN(CC2C1)C1=C(C=C2C(=N1)CNC2=O)C